(2R)-2-acetamido-3-sulfanylpropanoic acid C(C)(=O)N[C@H](C(=O)O)CS